CC=1NC=C2C=CC=CC12 1-methylisoindol